17(S)-hydroxyDocosahexaenoic acid O[C@H](CCCC=CC=CC=CC=CC=CC=CC(=O)O)CCCCC